C(C=C)(=O)OCCCCCCCCCCCOC1=CC=C(C=C1)C(C)(C1=CC=CC=C1)C 11-[4-(1-methyl-1-phenyl-ethyl)phenoxy]undecyl prop-2-enoate